[O-]P([O-])(=O)OP(=O)([O-])[O-].[Fe+2].[Fe+2] iron pyrophosphate salt